5-[(piperidin-4-yl)methoxy]-1H-1,2,3-benzotriazole N1CCC(CC1)COC1=CC2=C(NN=N2)C=C1